COC(=O)[C@@H]1C[C@H](CCC1)OC=1C(=NC(=CC1)C=1N=NN(C1NC(=O)OC(C)(C)C)C)C (1S,3S)-3-((6-(5-((tert-Butoxycarbonyl)amino)-1-methyl-1H-1,2,3-triazol-4-yl)-2-methylpyridin-3-yl)oxy)cyclohexane-1-carboxylic acid methyl ester